4-((8-aminooctyl)oxy)-2-(2,6-dioxopiperidin-3-yl)isoindoline-1,3-dione NCCCCCCCCOC1=C2C(N(C(C2=CC=C1)=O)C1C(NC(CC1)=O)=O)=O